O=C1C(C[C@@H](N1C(=O)OC(C)(C)C)C(=O)OC(C)(C)C)=C(C)C Di-tert-butyl (R)-5-oxo-4-(propan-2-ylidene)pyrrolidine-1,2-dicarboxylate